(1R,2R)-1,2,3,4-tetrahydro-6,7-dimethoxy-2-[2-(tert-butoxycarbonyl)ethyl]-2-methyl-1-veratryl-isoquinolinium benzenesulfonate C1(=CC=CC=C1)S(=O)(=O)[O-].COC=1C=C2CC[N@+]([C@@H](C2=CC1OC)CC1=CC(OC)=C(OC)C=C1)(C)CCC(=O)OC(C)(C)C